C1NCC12N(CCCC2)C(=O)OC(C)(C)C tert-butyl 2,5-diazaspiro[3.5]nonane-5-carboxylate